methyl (E)-4-hydroxy-3-(((2-hydroxyethyl)imino)methyl)-5-methoxybenzoate OC1=C(C=C(C(=O)OC)C=C1OC)/C=N/CCO